bis(octyldimethylsilyl)sulfamoyl fluoride C(CCCCCCC)[Si](C)(C)N(S(=O)(=O)F)[Si](CCCCCCCC)(C)C